(R)-5-(azetidin-3-yl(methyl)amino)-N-(1-(2-hydroxynaphthalen-1-yl)ethyl)-2-methylbenzamide N1CC(C1)N(C=1C=CC(=C(C(=O)N[C@H](C)C2=C(C=CC3=CC=CC=C23)O)C1)C)C